C(C)N1C(N(C=C1)C)CS(=O)(=O)O 1-ethyl-3-methylimidazoleMethanesulfonic acid